5-[5-Methyl-4-({[7-(Oxazol-3-yl)-5H,6H,7H,8H-pyrido[3,4-c]pyridazin-3-yl]oxy}methyl)-1,2-oxazol-3-yl]-2-(trifluoromethyl)pyridine hemi-naphthalenedisulfonate C=1(C(=CC=C2C=CC=CC12)S(=O)(=O)O)S(=O)(=O)O.CC1=C(C(=NO1)C=1C=CC(=NC1)C(F)(F)F)COC1=CC2=C(N=N1)CN(CC2)N2COC=C2.CC2=C(C(=NO2)C=2C=CC(=NC2)C(F)(F)F)COC2=CC1=C(N=N2)CN(CC1)N1COC=C1